2-(5-methylisoxazol-3-yl)-1H-pyrrole CC1=CC(=NO1)C=1NC=CC1